6-(4-chlorophenyl)-N-[(1r,2s)-3,3-difluoro-2-hydroxycyclohexyl]-2-(3-fluorophenyl)-3-oxo-2,3-dihydropyridazine-4-carboxamide ClC1=CC=C(C=C1)C=1C=C(C(N(N1)C1=CC(=CC=C1)F)=O)C(=O)N[C@H]1[C@@H](C(CCC1)(F)F)O